4-(2-(phenylamino)thiazol-4-yl)benzene-1,2-diol C1(=CC=CC=C1)NC=1SC=C(N1)C=1C=C(C(=CC1)O)O